heptadecanoyl-CoA C(CCCCCCCCCCCCCCCC)(=O)SCCNC(CCNC([C@@H](C(COP(OP(OC[C@@H]1[C@H]([C@H]([C@@H](O1)N1C=NC=2C(N)=NC=NC12)O)OP(=O)(O)O)(=O)O)(=O)O)(C)C)O)=O)=O